Cl[Pb] chlorolead